ClC1=NC(=C(C(=C1C#N)Cl)C#N)Cl 2,4,6-trichloropyridine-3,5-dinitrile